rac-7-[(diethoxyphosphoryl)(fluoro)methyl]naphthalene-2-carboxylic acid tert-butyl ester C(C)(C)(C)OC(=O)C1=CC2=CC(=CC=C2C=C1)[C@H](F)P(=O)(OCC)OCC |r|